((1S,2S)-2-((tert-butoxycarbonyl)amino)cyclobutyl)methyl 4-methylbenzenesulfonate CC1=CC=C(C=C1)S(=O)(=O)OC[C@@H]1[C@H](CC1)NC(=O)OC(C)(C)C